C1(CC1)C1=CC(=C(C=C1)N(C(=O)N1[C@H](CC1)C(=O)OC)C(C(=O)NC1CCC(CC1)(F)F)C=1C=NC=CC1C(F)(F)F)F methyl (2R)-1-[(4-cyclopropyl-2-fluoro-phenyl)-[2-[(4,4-difluorocyclohexyl)amino]-2-oxo-1-[4-(trifluoromethyl)-3-pyridyl]ethyl]carbamoyl]azetidine-2-carboxylate